N-[2-(1-benzylpiperidin-4-yl)ethyl]-1-[2-(trifluoromethoxy)phenyl]piperidine-4-carboxamide C(C1=CC=CC=C1)N1CCC(CC1)CCNC(=O)C1CCN(CC1)C1=C(C=CC=C1)OC(F)(F)F